Cl.NCC1=CC=C(C=C1)P(O)(O)=O (4-(aminomethyl)phenyl)phosphonic acid hydrochloride